2'-((([1,1'-biphenyl]-4,4'-diylbis(4,5-diphenyl-1H-imidazole-1,2-diyl))bis(4,1-phenylene))bis(oxy))bis(N'-((Z)-2-hydroxybenzylidene)acetylhydrazine) C1(=CC=C(C=C1)N1C(=NC(=C1C1=CC=CC=C1)C1=CC=CC=C1)C1=CC=C(C=C1)ONNC(\C=C/C1=C(C=CC=C1)O)=O)C1=CC=C(C=C1)N1C(=NC(=C1C1=CC=CC=C1)C1=CC=CC=C1)C1=CC=C(C=C1)ONNC(\C=C/C1=C(C=CC=C1)O)=O